FC(C1=CC=C(O[C@@H](C=O)C)C=C1)(F)F |r| (+/-)-2-[4-(trifluoromethyl)phenoxy]propanal